N1=CC=C(C=C1)/C=C/C1=NNC2=CC(=CC=C12)C=O (E)-3-(2-(pyridin-4-yl)vinyl)-1H-indazole-6-carbaldehyde